C1(=C(C=CC=C1)C1=NC(=NC(=N1)C1=CC(=CC=C1)Cl)C1=CC=CC=C1)C1=CC=CC=C1 2-([1,1'-biphenyl]-2-yl)-4-(3-chlorophenyl)-6-phenyl-1,3,5-triazine